(acryloylamino)hexanoic acid, succinimidyl ester C(C=C)(=O)NC(C(=O)ON1C(CCC1=O)=O)CCCC